2-ethyl-4,6-dihydroxy-3-methylbenzaldehyde C(C)C1=C(C=O)C(=CC(=C1C)O)O